5-chloro-2-(2-fluoro-4-pyridinyl)-4-[(3S)-3-hydroxypyrrolidin-1-yl]-1H-pyrimidin-6-one ClC1=C(N=C(NC1=O)C1=CC(=NC=C1)F)N1C[C@H](CC1)O